(1S,2S)-2-[6-(3-bromo-4-trifluoromethyl-benzylamino)-pyridin-3-yl]Cyclopropanecarboxylic acid ethyl ester C(C)OC(=O)[C@@H]1[C@H](C1)C=1C=NC(=CC1)NCC1=CC(=C(C=C1)C(F)(F)F)Br